[Te].[V].[Te] Tellurium-Vanadium-tellurium